4,4-bis(hexylthio)butanenitrile C(CCCCC)SC(CCC#N)SCCCCCC